2-Butyl-Nonanal C(CCC)C(C=O)CCCCCCC